FC(C=1C=C(C=CC1)CC(=O)O)(F)F M-trifluoromethyl-phenylacetic acid